benzyl 4-(2-oxoethyl)piperidine-1-carboxylate O=CCC1CCN(CC1)C(=O)OCC1=CC=CC=C1